Nonan-9-one hydrochloride Cl.CCCCCCCCC=O